C(C1=CC=CC=C1)OCCC(C(=O)O)NC(=O)OC(C)(C)C 4-(benzyloxy)-2-[(tertbutoxycarbonyl)amino]butanoic acid